OC=1C=C(C=NC1)C1=NN(C=C1)C1CCN(CC1)C(=O)OC(C)(C)C tert-butyl 4-(3-(5-hydroxypyridin-3-yl)-1H-pyrazol-1-yl)piperidine-1-carboxylate